4-[[5-amino-7-(dipropylcarbamoyl)-6H-thieno[3,2-b]azepin-2-yl]methyl]piperazine-1-carboxylic acid NC=1CC(=CC2=C(N1)C=C(S2)CN2CCN(CC2)C(=O)O)C(N(CCC)CCC)=O